3-(5-(4-((1-(2-Fluoro-4-(7-hydroxy-3-phenylchroman-4-yl)phenyl)piperidin-4-yl)methyl)piperazin-1-yl)-1-oxoisoindolin-2-yl)piperidin-2,6-dion FC1=C(C=CC(=C1)C1C(COC2=CC(=CC=C12)O)C1=CC=CC=C1)N1CCC(CC1)CN1CCN(CC1)C=1C=C2CN(C(C2=CC1)=O)C1C(NC(CC1)=O)=O